C(C1=CC=CC=C1)OC1=C(C=CC=C1F)C1=CC(=CC=C1F)C[C@@]1([C@H](C[C@@H](C1)NS(=O)(=O)C)C)C(=O)N |r| rac-(1R,2s,4S)-1-((2'-(benzyloxy)-3',6-difluoro-[1,1'-biphenyl]-3-yl)methyl)-2-methyl-4-(methylsulfonamido)cyclopentane-1-carboxamide